OCC=1N=C(SC1)C1(CCCCC1)O 1-(4-(hydroxymethyl)-thiazol-2-yl)cyclohexanol